(((2R,6S)-2,6-dimethyltetrahydro-2H-pyran-4-yl)methyl)propan-2-amine C[C@H]1O[C@H](CC(C1)CCC(C)N)C